N-(3-(6-(4-(7-methyl-3-oxohexahydroimidazo[1,5-a]pyrazin-2(3H)-yl)phenyl)-1H-benzo[d]imidazol-1-yl)phenyl)methanesulfonamide CN1CC2N(CC1)C(N(C2)C2=CC=C(C=C2)C=2C=CC1=C(N(C=N1)C=1C=C(C=CC1)NS(=O)(=O)C)C2)=O